BrC=1C=C(C=CC1N1CC(NCC1)(C)C)C=1C(=C(C(=O)N)C=CC1)NC1=CC(=C(C=C1)C)Cl (3-bromo-4-(3,3-dimethylpiperazin-1-yl)phenyl)-2-((3-chloro-4-methylphenyl)amino)benzamide